4-[[5-[(4-chlorophenyl)methoxy]-4-methyl-3-pyridyl]methyl]-3-fluoro-pyridin-2-amine ClC1=CC=C(C=C1)COC=1C(=C(C=NC1)CC1=C(C(=NC=C1)N)F)C